ClC1=CC2=C(N(C([C@@H](N=C2C2=CC=CC=C2)C2CCCCC2)=O)CC(=O)O)C=C1 (S)-2-(7-chloro-3-cyclohexyl-2-oxo-5-phenyl-2,3-dihydro-1H-benzo[e][1,4]diazepin-1-yl)acetic acid